1-(9Z-nonadecenoyl)-2-(9Z-hexadecenoyl)-glycero-3-phosphocholine CCCCCCCCC/C=C\CCCCCCCC(=O)OC[C@H](COP(=O)([O-])OCC[N+](C)(C)C)OC(=O)CCCCCCC/C=C\CCCCCC